FC(C(C)(C)NC(=O)C=1C=2C[C@@H]3[C@H](C2N(N1)C1=NC=CC(=C1)C#N)C3)(F)F (1aR,5aR)-2-(4-Cyano-pyridin-2-yl)-1a,2,5,5a-tetrahydro-1H-2,3-diaza-cyclopropa[a]pentalene-4-carboxylic Acid (2,2,2-Trifluoro-1,1-dimethyl-ethyl)-amide